4-(2-ethyl-4-methyl-5-imidazolyl)phenol C(C)C=1NC(=C(N1)C)C1=CC=C(C=C1)O